COC1=C(C=C(C=C1)C(CC(CC)=O)=O)C(F)(F)F 1-(4-methoxy-3-(trifluoromethyl)phenyl)pentane-1,3-dione